ClC1=NC=CC2=C1C=CN2C2CC2 4-chloro-1-cyclopropyl-1H-pyrrolo[3,2-c]pyridine